C(C1=CC=CC=C1)C(C(=O)NC=1C=NC2=C(C=CC=C2C1C)F)(CC1(CC1)C)C 2-benzyl-N-(8-fluoro-4-methyl-3-quinolyl)-2-methyl-3-(1-methylcyclopropyl)propanamide